4-(dimethylamino)-2-methyl-N-[(1R,3S)-3-{[2-(trifluoromethyl)quinolin-4-yl]amino}cyclohexyl]benzamide CN(C1=CC(=C(C(=O)N[C@H]2C[C@H](CCC2)NC2=CC(=NC3=CC=CC=C23)C(F)(F)F)C=C1)C)C